2-(1-cyclobutyl-4-methoxy-1H-pyrazol-5-yl)-9H-pyridino[4',3':4,5]pyrrolo[2,3-d]pyrimidine C1(CCC1)N1N=CC(=C1C=1N=CC2=C(N1)NC1=C2C=CN=C1)OC